C(C)C1=CC(=C(C=C1)NC1=C2C(=NC(=C1)NC(=O)C1CC1)NN(C2=O)C)S(=O)(=O)C N-(4-((4-ethyl-2-(methylsulfonyl)phenyl)amino)-2-methyl-3-oxo-2,3-dihydro-1H-pyrazolo[3,4-b]pyridin-6-yl)cyclopropanecarboxamide